COC(=O)[C@H]1CN(CC1)C1CCC2=CC(=CC=C12)Br |r| racemic-(3R)-1-(5-bromo-2,3-dihydro-1H-inden-1-yl)pyrrolidine-3-carboxylic acid methyl ester